2-methyl-2-[5-[3-amino-5,5,7-trifluoro-2-oxo-1-[[4-[5-(trifluoromethoxy)-2-pyridyl]phenyl]methyl]-3,4-dihydro-1-benzazepin-8-yl]-1,3,4-oxadiazol-2-yl]propanenitrile CC(C#N)(C)C=1OC(=NN1)C1=CC2=C(C(CC(C(N2CC2=CC=C(C=C2)C2=NC=C(C=C2)OC(F)(F)F)=O)N)(F)F)C=C1F